ClC1=C(C(=O)O)C=CC=C1C(=O)N1N=C(C(=C1N(C)CC1=CC=C(C=C1)F)F)C1CN(C1)C(C(C)(C)C)=O 2-chloro-3-{3-[1-(2,2-dimethylpropanoyl)azetidin-3-yl]-4-fluoro-5-{[(4-fluorophenyl)methyl](methyl)amino}-1H-pyrazole-1-carbonyl}benzoic acid